2,6-bis(9-carbazol-yl)pyridine C1=CC=CC=2C3=CC=CC=C3N(C12)C1=NC(=CC=C1)N1C2=CC=CC=C2C=2C=CC=CC12